C(C)OC1=C(C=C2C(=NC=NC2=C1)C=1C(=NN(C1)C(C)C)C1=CC=CC=C1)C(C)=O 1-(7-ethoxy-4-(1-isopropyl-3-phenyl-1H-pyrazol-4-yl)quinazolin-6-yl)ethan-1-one